1,2-Dimethylsilylcyclohexane C[SiH2]C1C(CCCC1)[SiH2]C